(R,R)-N,N'-dibenzylcyclohexane-1,2-diamine C(C1=CC=CC=C1)N[C@H]1[C@@H](CCCC1)NCC1=CC=CC=C1